O=C1NC(CCC1NC=1C=C(CN(C2CCN(CC2)C2=CC=C(C(=O)NC3=CC(=C(C=C3)C)NC3=NC=CC(=N3)C=3C=NC=CC3)C=C2)C)C=CC1)=O 4-(4-((3-((2,6-dioxopiperidin-3-yl)amino)benzyl)(methyl)amino)piperidin-1-yl)-N-(4-methyl-3-((4-(pyridin-3-yl)pyrimidin-2-yl)amino)phenyl)benzamide